[Cl-].CN1CN(C=C1)CCOCC 1-methyl-3-(2-ethoxyethyl)imidazole chloride salt